2-(4,6-dichloro-5-(2-methoxymethoxyphenyl)-1H-benzo[d]imidazol-2-yl)-2-(4-(ethylsulfonyl)phenyl)ethanol ClC1=C(C(=CC=2NC(=NC21)C(CO)C2=CC=C(C=C2)S(=O)(=O)CC)Cl)C2=C(C=CC=C2)OCOC